3-methoxy-5-({[2-(pyridin-3-yl)-[1,3]oxazolo[5,4-b]pyridin-6-yl]oxy}methyl)pyridine Methyl-4-[(1S)-1-[[4-(2-pyridylmethylamino)tetrahydropyran-4-carbonyl]amino]ethyl]benzoate COC(C1=CC=C(C=C1)[C@H](C)NC(=O)C1(CCOCC1)NCC1=NC=CC=C1)=O.COC=1C=NC=C(C1)COC=1C=C2C(=NC1)OC(=N2)C=2C=NC=CC2